3-(3-methyl-4-((methyl(4-(piperidin-1-ylmethyl)phenyl)amino)methyl)-2-oxo-2,3-dihydro-1H-benzo[d]imidazol-1-yl)piperidine-2,6-dione CN1C(N(C2=C1C(=CC=C2)CN(C2=CC=C(C=C2)CN2CCCCC2)C)C2C(NC(CC2)=O)=O)=O